ClC=1C=C(C=C(C1)Cl)C1N(CC(CC1)C)C(C(=O)NC=1C=C(C=NC1)C(=O)N)=O 5-[[2-[2-(3,5-dichlorophenyl)-5-methyl-1-piperidyl]-2-oxo-acetyl]amino]pyridine-3-carboxamide